1-Ethyl-3,3,7-trimethyl-5-(3-methylbut-2-en-1-yl)octahydrobenzo[c]isoxazol C(C)N1OC(C2C1C(CC(C2)CC=C(C)C)C)(C)C